tert-butyl 4-[6-(1-methyl-1H-pyrazol-4-yl)pyrazolo[1,5-a]pyridin-3-yl]piperazine-1-carboxylate CN1N=CC(=C1)C=1C=CC=2N(C1)N=CC2N2CCN(CC2)C(=O)OC(C)(C)C